1-(3-chloro-4-((5-chlorobenzo[d]thiazol-2-yl)thio)phenyl)-3-(3-(trifluoromethyl)phenyl)urea ClC=1C=C(C=CC1SC=1SC2=C(N1)C=C(C=C2)Cl)NC(=O)NC2=CC(=CC=C2)C(F)(F)F